1-(3,4-difluorophenyl)-6-(7-(3,5-dimethylisoxazol-4-yl)-3-(4-(methylamino)phenyl)imidazo[1,2-a]pyridin-2-yl)piperidin-2-one Tris-(2-Ethylhexyl)-phosphate C(C)C(COP(=O)(OCC(CCCC)CC)OCC(CCCC)CC)CCCC.FC=1C=C(C=CC1F)N1C(CCCC1C=1N=C2N(C=CC(=C2)C=2C(=NOC2C)C)C1C1=CC=C(C=C1)NC)=O